3-oxo-3-{5-oxo-1-[(1,3-thiazol-2-yl)methyl]pyrrolidin-2-yl}-2-(1λ4-thiolan-1-ylidene)propanenitrile O=C(C(C#N)=S1CCCC1)C1N(C(CC1)=O)CC=1SC=CN1